C(C)(=O)OC[C@@H](C(NC1=CC=C2C=NN(C2=C1)C=1C=C(C=CC1)C)=O)NC(=O)OCC1=CC=CC=C1 (S)-2-(((benzyloxy)carbonyl)amino)-3-oxo-3-((1-(m-tolyl)-1H-indazol-6-yl)amino)propyl acetate